1-[5-(2-methoxypyridin-4-yl)-1H-pyrazole-3-carbonyl]-N-[(1s,4s)-4-methylcyclohexyl]piperidine-4-carboxamide COC1=NC=CC(=C1)C1=CC(=NN1)C(=O)N1CCC(CC1)C(=O)NC1CCC(CC1)C